L-3-amino-1,2,4-triazole NC1=NNC=N1